2-(3-methoxyphenyl)ethaneamine COC=1C=C(C=CC1)CCN